(E)-4-(2-(1-(4-fluorobenzoyl)-3-methyl-5-oxo-1,5-dihydro-4H-pyrazol-4-ylidene)hydrazinyl)-N-(pyrimidin-2-yl)benzenesulfonamide cerium (III) [Ce+3].FC1=CC=C(C(=O)N2N=C(/C(/C2=O)=N\NC2=CC=C(C=C2)S(=O)(=O)NC2=NC=CC=N2)C)C=C1